ethyl 2',6-dichloro-5'-methoxy-[4,4'-bipyridine]-3-carboxylate ClC1=NC=C(C(=C1)C1=C(C=NC(=C1)Cl)C(=O)OCC)OC